7-((4-(2-chloro-6-(methylcarbamoyl)pyridin-3-yl)piperazin-1-yl)methyl)thieno[3,4-c]quinolin-4(5H)-one ClC1=NC(=CC=C1N1CCN(CC1)CC=1C=CC=2C=3C(C(NC2C1)=O)=CSC3)C(NC)=O